(2-bromo-5-(tert-butyl)phenyl)acetamide BrC1=C(C=C(C=C1)C(C)(C)C)CC(=O)N